2-(3-bromopropyloxy)oxazolidine Platinum [Pt].BrCCCOC1OCCN1